6-isothiocyanato-2,3,3-trimethyl-4-(trifluoromethyl)isoindolin-1-one N(=C=S)C1=CC(=C2C(N(C(C2=C1)=O)C)(C)C)C(F)(F)F